C(C)C=1C(=C(C(=O)C2=CC=CC=C2)C=CC1)C ethyl-2-methylbenzophenone